CS(=O)(=O)OC[C@H](C)OC1=C(C=CC(=C1)Br)C#N (2S)-2-(5-bromo-2-cyanophenoxy)propyl Methanesulfonate